ClC1=C(C(=O)O)C(=CC(=C1)C(=O)N1CC2=CC=CC=C2CC1)Cl 2,6-dichloro-4-(1,2,3,4-tetrahydroisoquinoline-2-carbonyl)benzoic acid